ClC1=CC=C(C=C1)[C@H](CC1=NOC(=N1)CN1C(N(C(=CC1=O)C(F)F)C)=O)O 3-({3-[(2S)-2-(4-chlorophenyl)-2-hydroxyethyl]-1,2,4-oxadiazol-5-yl}methyl)-6-(difluoromethyl)-1-methylpyrimidine-2,4-dione